FC(C1=NN=C(O1)C1=CC=2N(C=C1)C=C(N2)CN(C(=O)C2CN(C2)C(=O)N(C)C)C2=CC=CC=C2)F N3-((7-(5-(difluoromethyl)-1,3,4-oxadiazol-2-yl)imidazo[1,2-a]pyridin-2-yl)methyl)-N1,N1-dimethyl-N3-phenylazetidine-1,3-dicarboxamide